4-methyl-5-hexenal CC(CCC=O)C=C